((3-Methyl-2-pyrazinyl)methyl)-2,4,8,9-tetrazabicyclo[4.3.0]nona-1,3,5,7-tetraen-5-ylamine CC=1C(=NC=CN1)CNC=1N=CN=C2NN=CC12